5-[2-[(2S)-2-methylazetidin-1-yl]-6,7-dihydro-5H-cyclopenta[d]pyrimidin-4-yl]-1,1a,6,6a-tetrahydrocyclopropa[a]indene-1-carboxylic acid C[C@@H]1N(CC1)C=1N=C(C2=C(N1)CCC2)C=2C=1CC3C(C1C=CC2)C3C(=O)O